tert-butyl (2R,6S)-4-[4-[(2,6-dioxo-3-piperidyl)amino]phenyl]-2,6-dimethyl-piperidine-1-carboxylate O=C1NC(CCC1NC1=CC=C(C=C1)C1C[C@H](N([C@H](C1)C)C(=O)OC(C)(C)C)C)=O